N-(5-chloro-6-(1-methyl-1H-pyrazol-3-yl)pyridin-3-yl)-1-(isoquinolin-4-yl)-5-(trifluoromethyl)-1H-pyrazole-4-carboxamide ClC=1C=C(C=NC1C1=NN(C=C1)C)NC(=O)C=1C=NN(C1C(F)(F)F)C1=CN=CC2=CC=CC=C12